tert-Butyl 3-(((1S)-1-(4-((1,1-dimethyl-2,3-dihydro-1H-inden-2-yl)amino)phenyl)-2,2,2-trifluoroethyl)(methyl)carbamoyl)azetidine-1-carboxylate CC1(C(CC2=CC=CC=C12)NC1=CC=C(C=C1)[C@@H](C(F)(F)F)N(C(=O)C1CN(C1)C(=O)OC(C)(C)C)C)C